N-(1-((5-Chloro-1-methyl-3-(5-methylisoxazol-3-yl)-1H-pyrazol-4-yl)methyl)azepan-3-yl)-2-(piperidin-1-yl)acetamide ClC1=C(C(=NN1C)C1=NOC(=C1)C)CN1CC(CCCC1)NC(CN1CCCCC1)=O